ammonium azide [N-]=[N+]=[N-].[NH4+]